F[C@H]1C[C@H](N(C1)C(CN1CCC(CC1)NC=1C=C2C=CC=NC2=C(C1)F)=O)C#N (2S,4S)-4-fluoro-1-[2-[4-[(8-fluoro-6-quinolinyl)amino]-1-piperidinyl]acetyl]pyrrolidine-2-carbonitrile